CC=1OC(=CC1C(=O)Cl)C1=CC=CC=C1 2-methyl-5-phenyl-furan-3-carbonyl chloride